N-(tert-butyl)-1-(4-bromophenyl)-3-(difluoromethyl)-1H-1,2,4-triazole-5-amine C(C)(C)(C)NC1=NC(=NN1C1=CC=C(C=C1)Br)C(F)F